BrC1=C(C=C(C=C1)S(=O)(=O)NC1CCC(CC1)(C(F)(F)F)O)C 4-bromo-N-((1r,4r)-4-hydroxy-4-(trifluoromethyl)cyclohexyl)-3-methylbenzenesulfonamide